N-(4-Methoxyphenyl)-7-chloro-2-(4-methylpiperazin-1-yl)-chinolin-4-amin COC1=CC=C(C=C1)NC1=CC(=NC2=CC(=CC=C12)Cl)N1CCN(CC1)C